2-(3-(phenylmethyloxy)phenyl)-2-cyclopropylethane-1-sulfonic acid C1(=CC=CC=C1)COC=1C=C(C=CC1)C(CS(=O)(=O)O)C1CC1